N-(1-(2-((3R,5R)-adamantan-1-yl)acetyl)piperidin-4-yl)-5-(4-((7-ethyl-6-oxo-5,6-dihydro-1,5-naphthyridin-3-yl)methyl)piperazin-1-yl)picolinamide C12(CC3CC(CC(C1)C3)C2)CC(=O)N2CCC(CC2)NC(C2=NC=C(C=C2)N2CCN(CC2)CC=2C=NC=3C=C(C(NC3C2)=O)CC)=O